C12CNCC(C1C=1C=C3CN(C(C3=CC1)=O)C1C(NC(CC1)=O)=O)C2 3-(5-(3-azabicyclo[3.1.1]heptan-6-yl)-1-oxoisoindolin-2-yl)piperidine-2,6-dione